7-amino-8-oxo-3-vinyl-5-thia-1-azabicyclo[4.2.0]oct-2-ene-2-carboxylic acid NC1C2SCC(=C(N2C1=O)C(=O)O)C=C